3-((hexylphenoxy)carbonylamino-methyl)-3,5,5-trimethylcyclohexylcarbamic acid (hexylphenyl) ester C(CCCCC)C1=C(C=CC=C1)OC(NC1CC(CC(C1)(C)C)(C)CNC(=O)OC1=C(C=CC=C1)CCCCCC)=O